C1(=CC=CC=C1)S(=O)(=O)N1C=C(C2=CC=CC=C12)[2H] 1-(benzenesulfonyl)-1H-indole-3-d